FC(C=1C(=C(C=CC1)[C@@H](C)NC1=CC=NC2=CC(=C(C=C12)C1(CCN(CC1)C(C)=O)O)OC)F)F (R)-1-(4-(4-((1-(3-(difluoromethyl)-2-fluorophenyl)ethyl)amino)-7-methoxyquinolin-6-yl)-4-hydroxypiperidin-1-yl)ethan-1-one